F\C=C\C E-1-fluoro-1-propene